4'-((4-(ethylcarbamoyl)pyridin-2,6-diyl)bis(1H-1,2,3-triazole-4,1-diyl))bis(2-fluorobenzoic acid) C(C)NC(=O)C1=CC(=NC(=C1)C=1N=NN(C1)C=1C(=C(C(=O)O)C=CC1)F)C=1N=NN(C1)C=1C(=C(C(=O)O)C=CC1)F